(2R,3R,4S,5R)-5-(4-amino-5-fluoro-2-oxopyrimidin-1-yl)-2-{[(tert-butyldimethylsilyl)oxy]methyl}-2-(chloromethyl)-4-fluorooxolan-3-yl 2-methylpropanoate CC(C(=O)O[C@@H]1[C@@](O[C@H]([C@H]1F)N1C(N=C(C(=C1)F)N)=O)(CCl)CO[Si](C)(C)C(C)(C)C)C